tert-butyl 3-(6-(4-bromo-2-methoxyphenyl)pyridazin-3-yl)azetidine-1-carboxylate BrC1=CC(=C(C=C1)C1=CC=C(N=N1)C1CN(C1)C(=O)OC(C)(C)C)OC